C1CC1N2C=C(C(=O)C3=CC(=C(C=C32)N4CCNCC4)F)C(=O)O.Cl.Cl The molecule is the dihydrochloride salt of ciprofloxacin. It has a role as an EC 5.99.1.3 [DNA topoisomerase (ATP-hydrolysing)] inhibitor, an antibacterial drug, a topoisomerase IV inhibitor and an antiinfective agent. It contains a ciprofloxacin hydrochloride (anhydrous).